7-(9-acryloyl-3,3-dioxido-3-thia-7,9-diazabicyclo[3.3.1]nonan-7-yl)-9-chloro-10-(2,4-difluorophenyl)-2,3-dihydro-5H-[1,4]thiazino[2,3,4-ij]quinazolin-5-one C(C=C)(=O)N1C2CS(CC1CN(C2)C2=NC(N1C3=C(C(=C(C=C23)Cl)C2=C(C=C(C=C2)F)F)SCC1)=O)(=O)=O